3-(6-cyano-2'-methylbiphenyl-3-yl)-3-(4-methyl-2-(2-oxopyridin-1(2H)-yl)pentanamido)propanoic acid C(#N)C1=CC=C(C=C1C1=C(C=CC=C1)C)C(CC(=O)O)NC(C(CC(C)C)N1C(C=CC=C1)=O)=O